3-(2-methyl-5-(((5-(morpholinomethyl)thiazol-2-yl)methyl)amino)-4-oxoquinazolin-3(4H)-yl)piperidine-2,6-dione CC1=NC2=CC=CC(=C2C(N1C1C(NC(CC1)=O)=O)=O)NCC=1SC(=CN1)CN1CCOCC1